NC1=C(C(=C(C=C1)C=1C(=C2C(=NC1)NC[C@@]21C[C@@H](CC1)N1N=CC(=C1)C(=O)N)Cl)F)C(N(C)C)=O 1-((1S,3R)-5'-(4-Amino-3-(dimethylcarbamoyl)-2-fluorophenyl)-4'-chloro-1',2'-dihydrospiro[cyclopentane-1,3'-pyrrolo[2,3-b]pyridin]-3-yl)-1H-pyrazole-4-carboxamide